C(=O)(NC1=CC(=C(C(=O)OCC)C=C1O)O)NC1=CC(=C(C(=O)OCC)C=C1O)O Diethyl 4,4'-carbonylbis(azanediyl)bis(2,5-dihydroxybenzoate)